(7S)-9-(2,6-difluorophenyl)-3,7-dimethyl-18-thia-2,4,5,8-tetrazatetracyclo[8.8.0.02,6.011,17]octadeca-1(10),3,5,8,11(17)-pentaen-16-one FC1=C(C(=CC=C1)F)C1=N[C@H](C2=NN=C(N2C=2SC=3C(CCCCC3C12)=O)C)C